2,2-Bis(4-methoxyphenyl)-5-(2-(2-(2-hydroxyethoxy)ethoxy)-ethoxycarbonyl)-6-phenyl-[2H]-naphtho[1,2-b]pyran COC1=CC=C(C=C1)C1(C=CC2=C(O1)C1=CC=CC=C1C(=C2C(=O)OCCOCCOCCO)C2=CC=CC=C2)C2=CC=C(C=C2)OC